(1R,3R)-3-[4-Amino-7-[(E)-6-aminohex-1-enyl]-3-[4-[[4-(trifluoromethyl)-2-pyridyl]carbamoyl]phenyl]pyrazolo[4,3-c]pyridin-1-yl]cyclohexanecarboxylic acid hydrochloride Cl.NC1=NC=C(C2=C1C(=NN2[C@H]2C[C@@H](CCC2)C(=O)O)C2=CC=C(C=C2)C(NC2=NC=CC(=C2)C(F)(F)F)=O)\C=C\CCCCN